C(=O)(OC(C)(C)C)N1[C@H](CC(C1)CC1=CC=C(C=C1)Br)C(=O)O Boc-(R)-γ-(4-bromo-benzyl)-L-proline